5-chloro-3-(phenylethynyl)pyrazin-2-amine ClC=1N=C(C(=NC1)N)C#CC1=CC=CC=C1